CC=1C=C(C=CC1OC1=CC2=C(N(C=N2)C)C=C1)NC1=NC=NC=C1C=1OC=C(N1)CNC N-(3-methyl-4-((1-methyl-1H-benzo[d]imidazol-5-yl)oxy)phenyl)-5-(4-((methylamino)methyl)oxazol-2-yl)pyrimidin-4-amine